C1(CCC1)N1C(=CC2=CC(=C(C=C12)C1=NN=NN1)F)C1=CC=C(C=C1)NC(C(=O)OC)=C=O methyl 2-((4-(1-cyclobutyl-5-fluoro-6-(1H-tetrazol-5-yl)-1H-indol-2-yl)phenyl)amino)-2-carbonylacetate